methyl 3-acrylamido-5-(prop-2-yn-1-yloxy)benzoate C(C=C)(=O)NC=1C=C(C(=O)OC)C=C(C1)OCC#C